2-(4-(2-(8-chloro-[1,2,4]triazolo[1,5-a]pyridin-6-yl)-3-isopropyl-1H-indol-5-yl)piperidin-1-yl)-N-methylacetamide ClC=1C=2N(C=C(C1)C=1NC3=CC=C(C=C3C1C(C)C)C1CCN(CC1)CC(=O)NC)N=CN2